N-(3-{6-oxo-4-[5-(1-propynyl)pyridin-3-yl]-1,6-dihydropyrimidin-2-yl}-4-(trifluoromethyl)benzyl)isobutyramide O=C1C=C(N=C(N1)C=1C=C(CNC(C(C)C)=O)C=CC1C(F)(F)F)C=1C=NC=C(C1)C#CC